FC=1CN(C=CC1B1OC(C(O1)(C)C)(C)C)CC(F)(F)F 3-fluoro-4-(4,4,5,5-tetramethyl-1,3,2-dioxaborolan-2-yl)-1-(2,2,2-trifluoroethyl)pyridin